2-((1-cyclopropyl-6-nitro-2-oxo-1,2-dihydro-1,8-naphthyridin-3-yl)oxy)-N-methylacetamide C1(CC1)N1C(C(=CC2=CC(=CN=C12)[N+](=O)[O-])OCC(=O)NC)=O